C(C)C1=CC(=C(CNC(=O)C(=O)NCC2=C(C=C(C=C2)CC)C)C=C1)C N,N'-bis(4-ethyl-2-methyl-benzyl)-oxamide